C(C)OC(=O)C1=C(SC(=C1CN(C)C)C1=CC=C(C=C1)NC(=O)NOC)N(C(=O)OCC)CC1=C(C=CC=C1F)F ((2,6-difluorobenzyl)(ethoxycarbonyl)amino)-4-((dimethylamino)methyl)-5-(4-(3-methoxyureido)phenyl)thiophene-3-carboxylic acid ethyl ester